ClC[Si](OCC)(C)C Chloromethyl-dimethyl-ethoxysilane